FC=1C=C(C=CC1)C=1C=CC(=NC1)C1=NOC(C1)C(=O)OCC Ethyl 3-[5-(3-fluorophenyl)pyridin-2-yl]-4,5-dihydro-1,2-oxazole-5-carboxylate